O=CCCCCCC(=O)OOCCCCOC(=O)OCC1CN(CCC1)CC ((((((1-ethylpiperidin-3-yl) methoxy) carbonyl) oxy) methyl) propoxy) 7-oxoheptanoate